1-(3-fluoro-5-methylphenyl)methanamine FC=1C=C(C=C(C1)C)CN